C1(CC1)C1=CC(=C(S1)OC)C(=O)NC1C(NC(CC1)=O)=O 5-cyclopropyl-N-(2,6-dioxopiperidin-3-yl)-2-methoxythiophene-3-carboxamide